C(C)(C)(C)OC(N[C@@H]1[C@@H](OCC12CCN(CC2)C=2N=C1C(=NC2)C(=NN1COCC[Si](C)(C)C)I)C)=O ((3S,4S)-8-(3-iodo-1-((2-(trimethylsilyl)ethoxy)methyl)-1H-pyrazolo[4,3-b]pyrazin-6-yl)-3-methyl-2-oxa-8-azaspiro[4.5]Decan-4-yl)carbamic acid tert-butyl ester